7-bromobenzothiophene-3-carbonitrile BrC1=CC=CC=2C(=CSC21)C#N